OCCN1CCN(CC1)C1=CC(=NC=2N1N=C(C2C2=CC=CC=C2)C)C=2C=C(C=CC2)CCCC(=O)N2CCN(CC2)CCN2CCCCC2 4-(3-(7-(4-(2-hydroxyethyl)piperazin-1-yl)-2-methyl-3-phenylpyrazolo[1,5-a]-pyrimidin-5-yl)phenyl)-1-(4-(2-(piperidin-1-yl)ethyl)piperazin-1-yl)butan-1-one